acetic acid 4-{(3R,5S)-3-[(tert-butoxycarbonyl) amino]-4-hydroxy-4,5-dimethylpiperidin-1-yl}-3-nitro-6,7-dihydro-5H-cyclopenta[b]pyridin-7-yl ester C(C)(C)(C)OC(=O)N[C@@H]1CN(C[C@@H](C1(C)O)C)C1=C2C(=NC=C1[N+](=O)[O-])C(CC2)OC(C)=O